CC(=O)C1=CC(=C(C=C1O)O)OS(=O)(=O)O The molecule is an acetophenone substituted by hydroxy groups at positions 2 and 4, and by a sulfooxy group at position 5. It is a metabolite of the Chinese medicine 'Shuangdan' granule. It has a role as a xenobiotic metabolite, a rat metabolite, a human xenobiotic metabolite and a human urinary metabolite. It is a member of acetophenones, an aryl sulfate and a member of phenols.